tert-butyl (E)-4-((S)-2-cyano-4-((S)-2-(1-ethyl-3-(trifluoromethyl)-1H-pyrazol-4-yl)-3-fluorophenyl)-4,5-dihydrothieno[2,3-c]pyridin-6(7H)-yl)-4-oxobut-2-enylcarbamate C(#N)C1=CC2=C(CN(C[C@H]2C2=C(C(=CC=C2)F)C=2C(=NN(C2)CC)C(F)(F)F)C(/C=C/CNC(OC(C)(C)C)=O)=O)S1